2-(4-amino-1H-pyrazolo[3,4-d]pyrimidin-3-yl)phenol NC1=C2C(=NC=N1)NN=C2C2=C(C=CC=C2)O